[Cl-].C[N+](CCCCCCCCCCCC)(CC)C dimethylethyldodecylammonium chloride